ClC=1C=CC=2NC=3C=C4C(=CC3C(C2C1)=O)NC1=CC=C(C=C1C4=O)Cl 2,9-dichloroquinolino[2,3-B]acridine-7,14(5h,12h)-dione